2-chloro-4-methyl-7-(4-(4-(trifluoromethoxy)phenoxy)piperidin-1-yl)thieno[3,2-b]pyridin ClC1C=C2N(C=CC(=C2S1)N1CCC(CC1)OC1=CC=C(C=C1)OC(F)(F)F)C